C[C@@H]1OCC2([C@@H]1N)CCN(CC2)C2=NC=C1C(=N2)NN=C1C1(CC1)C1=CC=CC=C1 (3S,4S)-3-methyl-8-(3-(1-phenylcyclopropyl)-1H-pyrazolo[3,4-d]pyrimidin-6-yl)-2-oxa-8-azaspiro[4.5]decan-4-amine